FC=1C=C2C(N(C=3N(C2=CC1)C(=NN3)SC)CCC)=O 7-fluoro-1-(methylthio)-4-propyl-[1,2,4]triazolo[4,3-a]quinazolin-5(4H)-one